[1,3-bis(2,4,6-trimethylphenyl)imidazolidin-2-ylidene]-dichloro-ruthenium CC1=C(C(=CC(=C1)C)C)N1C(N(CC1)C1=C(C=C(C=C1C)C)C)=[Ru](Cl)Cl